O1OCCC1 1,2-Dioxolane